2-(4-chloro-3-fluoro-phenoxy)-N-(1-formyl-3-bicyclo[1.1.1]pentanyl)acetamide tert-butyl-N-[1-(hydroxymethyl)-2-methoxy-ethyl]carbamate C(C)(C)(C)OC(NC(COC)CO)=O.ClC1=C(C=C(OCC(=O)NC23CC(C2)(C3)C=O)C=C1)F